6-(1-phenoxyprop-1-en-2-yl)-1,2,3,4-tetrahydronaphthalene O(C1=CC=CC=C1)C=C(C)C=1C=C2CCCCC2=CC1